[S or R]-(6,6-difluoro-1,4-diazabicyclo[3.2.2]nonan-4-yl)-[1-[4-methoxy-3-(trifluoromethyl)phenyl]-1,4,5,6-tetrahydrocyclopenta[c]pyrazol-3-yl]methanone FC1([C@H]2N(CCN(C1)CC2)C(=O)C=2C1=C(N(N2)C2=CC(=C(C=C2)OC)C(F)(F)F)CCC1)F |o1:2|